5-((1s,3s)-3-(methoxymethyl)cyclobutoxy)benzo[d]oxazole COCC1CC(C1)OC=1C=CC2=C(N=CO2)C1